ClC1=C(C#N)C(=CC=C1)COC 2-chloro-6-(methoxymethyl)benzonitrile